2-(trifluoromethyl)-5-(3-methoxyphenyl)-N-(3-(3,3-difluoro-2-methylallyl)-1,2,4-thiadiazol-5-yl)furan-3-carboxamide FC(C=1OC(=CC1C(=O)NC1=NC(=NS1)CC(=C(F)F)C)C1=CC(=CC=C1)OC)(F)F